FC=1C=C2CCN=CC2=CC1OCC1=C(N=CO1)C (S)-6-fluoro-7-((4-methyloxazol-5-yl)methoxy)-3,4-dihydroisoquinoline